N-(benzenesulfonyl)-6-[3-(spiro[2.2]pent-2-ylmethoxy)pyrazol-1-yl]-2-[(4S)-2,2,4-trimethylpyrrolidin-1-yl]pyridine-3-carboxamide C1(=CC=CC=C1)S(=O)(=O)NC(=O)C=1C(=NC(=CC1)N1N=C(C=C1)OCC1CC12CC2)N2C(C[C@@H](C2)C)(C)C